ClC1=NN(C=C1N)C=1C=NC(=CC1)C(F)(F)F 3-chloro-1-(6-(trifluoromethyl)pyridin-3-yl)-1H-pyrazol-4-amine